Cl.C(C1=CC=CC=C1)OC1=NC(=CC=C1C1=NN(C2=CC(=CC=C12)C=1CCNCC1)C)OCC1=CC=CC=C1 3-(2,6-bis(benzyloxy)pyridin-3-yl)-1-methyl-6-(1,2,3,6-tetrahydropyridin-4-yl)-1H-indazole Hydrochloride